C1=C(C=CC2=CC(=CC=C12)C(=O)O)C(=O)O.C(C1=CC=CC=C1)OC1=NC=CC=C1C1=CC(=NN1)C(F)(F)F 2-(benzyloxy)-3-(3-(trifluoromethyl)-1H-pyrazol-5-yl)pyridine 2,6-naphthalenedicarboxylate